N-[(2,5-dichlorophenyl)methyl]-1-(2-methoxyphenyl)-5-oxopyrrolidine-3-carboxamide ClC1=C(C=C(C=C1)Cl)CNC(=O)C1CN(C(C1)=O)C1=C(C=CC=C1)OC